methyl 4-[(1S)-1-[[(3R)-4-[(3-bromo-5-methoxy-phenyl)methyl]morpholine-3-carbonyl]amino]ethyl]benzoate BrC=1C=C(C=C(C1)OC)CN1[C@H](COCC1)C(=O)N[C@@H](C)C1=CC=C(C(=O)OC)C=C1